3-(9H-[3,9'-bicarbazol]-9-yl)-9H-xanthen-9-one C1=CC(=CC=2C3=CC=CC=C3N(C12)C=1C=CC=2C(C3=CC=CC=C3OC2C1)=O)N1C2=CC=CC=C2C=2C=CC=CC12